N-(4-chlorophenyl)cyanamide ClC1=CC=C(C=C1)NC#N